C(CCCCCCC)C1=CN=C(S1)CC(C(=O)O)=C 2-((5-octylthiazol-2-yl)methyl)acrylic acid